3-(5-((2-benzhydryl-octahydrocyclopenta[c]pyrrol-5-yl)oxy)-1-oxoisoindolin-2-yl)piperidine-2,6-dione C(C1=CC=CC=C1)(C1=CC=CC=C1)N1CC2C(C1)CC(C2)OC=2C=C1CN(C(C1=CC2)=O)C2C(NC(CC2)=O)=O